tert-butyl 3-(3-(6-chloro-5-fluoropyridin-2-yl) phenyl)-2,2-dimethylpropionate ClC1=C(C=CC(=N1)C=1C=C(C=CC1)CC(C(=O)OC(C)(C)C)(C)C)F